1,3,5-tris-(4-dibenzothienyl)-benzene C1=CC=C(C=2SC3=C(C21)C=CC=C3)C3=CC(=CC(=C3)C3=CC=CC2=C3SC3=C2C=CC=C3)C3=CC=CC2=C3SC3=C2C=CC=C3